methyl 2-[(2's,4r)-6-amino-2',5-difluoro-1-oxo-spiro[3H-isoquinoline-4,1'-cyclopropane]-2-yl]acetate NC=1C(=C2C(=CC1)C(N(C[C@]21[C@H](C1)F)CC(=O)OC)=O)F